C(C)NC(NC1=NC=C2C=C(C=3N(C2=C1)C=CN3)C=3C=NC(=CC3C)C(CC)=O)=O 3-ethyl-1-[4-(4-methyl-6-propanoylpyridin-3-yl)imidazo[1,2-a]1,6-naphthyridin-8-yl]urea